dibutyldithiocarbaNate copper (II) [Cu+2].C(CCC)S=C([S-])CCCC.C(CCC)S=C([S-])CCCC